[(1R)-2,2,2-trifluoro-1-methyl-ethyl] 4-methyl-2-[[3-[[7-(5-methyl-1,2,4-oxadiazol-3-yl)-1-isoquinolyl]amino]cyclobutanecarbonyl]amino]thiazole-5-carboxylate CC=1N=C(SC1C(=O)O[C@@H](C(F)(F)F)C)NC(=O)C1CC(C1)NC1=NC=CC2=CC=C(C=C12)C1=NOC(=N1)C